(S)-5-(4-Fluorobenzyl)-N-(2,3,4-trimethyl-5-oxo-5,6,7,8-tetrahydro-4H-pyrazolo[1,5-a][1,3]diazepin-6-yl)-4H-1,2,4-triazol-3-carboxamid FC1=CC=C(CC=2NC(=NN2)C(=O)N[C@@H]2C(N(C=3N(CC2)N=C(C3C)C)C)=O)C=C1